benzyl 4-{4-[(4-methoxybenzyl)amino]-8-(1,3-thiazol-2-yl)pyrazolo[1,5-a][1,3,5]triazin-2-yl}piperazine-1-carboxylate COC1=CC=C(CNC2=NC(=NC=3N2N=CC3C=3SC=CN3)N3CCN(CC3)C(=O)OCC3=CC=CC=C3)C=C1